CS(=O)(=O)[N-]C1=CC(=CC=C1)[C@@H](CCNC1(CCC1)CO)NC(=O)C1=CC=2C(=NC=3CC[C@@H](CC3C2)C(C)(C)C)S1 methylsulfonyl-[3-[(1R)-3-[[1-(hydroxymethyl)cyclobutyl]amino]-1-[[(6S)-6-tert-butyl-5,6,7,8-tetrahydrothieno[2,3-b]quinoline-2-carbonyl]amino]propyl]phenyl]azanide